2,3-dihydrobenzo[d]isothiazole-3-carboxylic acid 2-methoxyethyl ester 1,1-dioxide COCCOC(=O)C1NS(C2=C1C=CC=C2)(=O)=O